FC1=CC(=NC=C1C=1C=NC(=CC1)N(C(=O)OC(C)(C)C)C)C1=CC=2C(=CN=CC2)N1C(=O)OC(C)(C)C Tert-Butyl 2-[4-fluoranyl-5-[6-[methyl-[(2-methylpropan-2-yl)oxycarbonyl]amino]pyridin-3-yl]pyridin-2-yl]pyrrolo[2,3-c]pyridine-1-carboxylate